C(=O)(OC(C)(C)C)C=1C=C(CNN)C=CC1 meta-Boc-aminobenzylamine